2,2-difluorospiro[2.3]hexane-5-carboxylic acid FC1(CC12CC(C2)C(=O)O)F